O=C1CCC(N1)C(=O)OCC ethyl 5-oxopyrrolidin-2-carboxylat